N2-Ethyl-4-methyl-N5-((R)-2-(((S)-11-oxo-2,3,10,11-tetrahydro-1H,5H-benzo[d]pyrazolo[1,2-a][1,2]diazepin-10-yl)carbamoyl)butyl)thiazol-2,5-dicarboxamid C(C)NC(=O)C=1SC(=C(N1)C)C(=O)NC[C@@H](CC)C(N[C@H]1C2=C(CN3N(C1=O)CCC3)C=CC=C2)=O